(S)-(4-amino-3,3-difluoropyrrolidin-1-yl)(3,4-dichloro-5-fluoro-1H-indol-2-yl)methanone N[C@@H]1C(CN(C1)C(=O)C=1NC2=CC=C(C(=C2C1Cl)Cl)F)(F)F